OC1=C(C(=NN1)C1=CC=CC=C1)CNC1=CC=C(C=C1)S(=O)(=O)N 4-(((5-hydroxy-3-phenyl-1H-pyrazol-4-yl)methyl)amino)-benzenesulfonamide